(S)-7-(8-methylnaphthalen-1-yl)-2-((1-methylpyrrolidin-2-yl)methoxy)-4-(piperazin-1-yl)-5,6,7,8-tetrahydropyrido[3,4-d]pyrimidine hydrochloride Cl.CC=1C=CC=C2C=CC=C(C12)N1CC=2N=C(N=C(C2CC1)N1CCNCC1)OC[C@H]1N(CCC1)C